C(C)(C)NS(=O)(=O)N N-isopropyl-sulfamide